ClC=1C(NN=CC1N1C[C@@H](CC1)OC1=NC=NC(=C1)C=1C(=NOC1C)COC)=O (R)-4-chloro-5-(3-((6-(3-(methoxymethyl)-5-methylisoxazol-4-yl)pyrimidin-4-yl)oxy)pyrrolidin-1-yl)pyridazin-3(2H)-one